NC=1C=2N(C=C(N1)C(F)(F)F)C(=CN2)C=2C=C1CN(C(C1=CC2)=O)C(CNC(OC(C)(C)C)=O)C2CC2 tert-butyl (2-(5-(8-amino-6-(trifluoromethyl)imidazo[1,2-a]pyrazin-3-yl)-1-oxoisoindolin-2-yl)-2-cyclopropylethyl)carbamate